N-(2-chloro-5-(4-((1R-(4-fluoro-phenyl)ethyl)-amino)quinazolin-6-yl)pyridin-3-yl)-methanesulfonamide ClC1=NC=C(C=C1NS(=O)(=O)C)C=1C=C2C(=NC=NC2=CC1)N[C@H](C)C1=CC=C(C=C1)F